O.O.[Pt+2].[C@@H]1([C@@H](CCCC1)N)N (1R,2R)-(-)-1,2-cyclohexanediamine platinum (II) dihydrate